NC1=NC=CC(=C1Cl)SC=1N=CC(=NC1N)NC1CCCCC1 5-((2-amino-3-chloropyridin-4-yl)thio)-N2-cyclohexylpyrazine-2,6-diamine